CC(CCCCCCCC(=O)O)(C)C.NC=1C=C(C=C(C1)Cl)NC(=O)C=1SC=C(C1)C=1C=NC=CC1 N-(3-amino-5-chlorophenyl)-4-(pyridin-3-yl)thiophene-2-carboxamide 9,9-dimethyldecanoate